2-(thiophen-3-yl)[1,2,4]triazolo[1,5-c]quinazolin S1C=C(C=C1)C1=NN2C=NC=3C=CC=CC3C2=N1